1-(4-(difluoromethyl)phenyl)-N-methyl-methylamine hydrochloride Cl.FC(C1=CC=C(C=C1)CNC)F